C1(=CC=CC=C1)C1=NNCC1 phenyl-4,5-dihydro-pyrazol